C(C(C)(C)C)C1=CC=C(C2=CC=C(C2=C1)C)C 7-neo-pentyl-1,4-dimethylazulene